C(C1=CC=CC=C1)N1CCN(C2=CC=CC=C12)C(CN1CCCC1)=O 1-(4-benzyl-3,4-dihydroquinoxalin-1(2H)-yl)-2-(pyrrolidin-1-yl)ethane-1-one